ClC1=C(C=C(C(=C1)C1(COC1)OCCOC)C)N=CN(C)CC N'-(2-chloro-4-(3-(2-methoxyethoxy)oxetan-3-yl)-5-methylphenyl)-N-ethyl-N-methylformimidamide